methyl (S)-7-methyl-3-(2-(((1-methyl-1H-1,2,4-triazol-5-yl)methyl)amino)-2-oxoethyl)-2-(2-(2-oxopyridin-1(2H)-yl)ethyl)-3,7,8,9-tetrahydro-6H-imidazo[4,5-f]quinoline-6-carboxylate C[C@@H]1N(C2=CC=C3C(=C2CC1)N=C(N3CC(=O)NCC3=NC=NN3C)CCN3C(C=CC=C3)=O)C(=O)OC